7-Bromobenzo[d][1,3]dioxole-4-carboxylic acid BrC1=CC=C(C2=C1OCO2)C(=O)O